(5-chloro-3-ethylthieno[3,2-b]pyridin-7-yl)(thiophen-2-ylmethyl)carbamic acid tert-butyl ester C(C)(C)(C)OC(N(CC=1SC=CC1)C1=C2C(=NC(=C1)Cl)C(=CS2)CC)=O